methyl 4-[4-(cyclopropylamino)cyclohexyl]-2-methyl-indazole-7-carboxylate C1(CC1)NC1CCC(CC1)C=1C2=CN(N=C2C(=CC1)C(=O)OC)C